CC1=CC=C(O1)CN1CCN(CC1)C(=O)OC(C)(C)C tert-Butyl 4-[(5-methylfuran-2-yl)methyl]piperazine-1-carboxylate